(1S,2S)-2-((R)-8-fluoro-5H-imidazo[5,1-a]isoindol-5-yl)-7-oxaspiro[3.5]nonan-1-ol FC1=CC=C2[C@H](N3C(C2=C1)=CN=C3)[C@H]3[C@@H](C1(C3)CCOCC1)O